ClC=1C2=C(N=CN1)N(C=C2)C2(CC2)CF 4-chloro-7-(1-(fluoromethyl)cyclopropyl)-7H-pyrrolo[2,3-d]pyrimidine